2-phenylcyclohexanone C1(=CC=CC=C1)C1C(CCCC1)=O